NC=1C(=CC=2OCC3N(C2N1)CCNC3)Cl 2-amino-3-chloro-6a,7,9,10-tetrahydropyrazino[1,2-d]pyrido[3,2-b][1,4]oxazin